FC=1C=C(C=CC1)C=1C(=CC=CC1)C1=CC=CC=C1 m-fluoroterphenyl